BrC=1C=C(C=C2CCC(C12)O)OC 7-bromo-5-methoxy-2,3-dihydro-1H-inden-1-ol